COC=1C=C2C(=NN(C2=CC1)CC(F)(F)F)C(=O)O 5-methoxy-1-(2,2,2-trifluoroethyl)-1H-indazole-3-carboxylic acid